COCOC1CCCCCCCCCCC1 (methoxymethoxy)-cyclododecane